N1(CC=CC=C1)N1CCCCC1 pyridin-1-ylpiperidine